NC=1C=CC(=C(C1)S(=O)(=O)NCC1=NC=CC(=C1)Cl)C 5-amino-N-((4-chloropyridin-2-yl)methyl)-2-methylbenzenesulfonamide